norbornylane C12CCC(CC1)C2